5-methoxy-6-methylpyridin-3-ol COC=1C=C(C=NC1C)O